NC1C2=CC=CC=C2CC12CCN(CC2)C=2C(=NC(=CN2)C=CC2=NC=C(C=N2)Cl)CO (3-(1-amino-1,3-dihydrospiro[inden-2,4'-piperidin]-1'-yl)-6-(2-(5-chloropyrimidin-2-yl)vinyl)pyrazin-2-yl)methanol